gadolinium 2,2',2''-(10-{1-carboxy-2-[4-(2,2,3,3-tetrafluoropropoxy) phenyl]ethyl}-1,4,7,10-tetraazacyclododecane-1,4,7-triyl)triacetate C(=O)(O)C(CC1=CC=C(C=C1)OCC(C(F)F)(F)F)N1CCN(CCN(CCN(CC1)CC(=O)[O-])CC(=O)[O-])CC(=O)[O-].[Gd+3]